OCCCCCCCCCCCN1C=NC=C1 1-(11-hydroxyundecyl)imidazole